CC1(CC(C=2C=C3N(C2C1)C=1C=CC=CC1C3C=3C=C(C=CC3)C)=O)C 3,3-dimethyl-10-(m-tolyl)-2,3,4,10-tetrahydro-1H-indolo[1,2-a]indol-1-one